3-[(2-carboxyethyl-dimethyl-silyl)oxy-dimethyl-silyl]propionic acid C(=O)(O)CC[Si](O[Si](CCC(=O)O)(C)C)(C)C